(1s,3s)-3-({1-[2-(difluoromethoxy)-6-fluoro-4-methylphenyl]pyrrolo[1,2-d][1,2,4]triazin-4-yl}amino)-1-methylcyclobutan-1-ol FC(OC1=C(C(=CC(=C1)C)F)C=1C=2N(C(=NN1)NC1CC(C1)(O)C)C=CC2)F